C(C)OC(=O)C=1N=C2N(C=C(N=C2)C2CCN(CC2)C(C)=O)C1 6-(1-Acetylpiperidin-4-yl)imidazo[1,2-a]pyrazine-2-carboxylic acid ethyl ester